1-(4-((4-(aminomethyl)benzyl)oxy)phenyl)-3-((2-(2,6-dioxopiperidin-3-yl)-1-oxoisoindolin-5-yl)methyl)urea NCC1=CC=C(COC2=CC=C(C=C2)NC(=O)NCC=2C=C3CN(C(C3=CC2)=O)C2C(NC(CC2)=O)=O)C=C1